C1(CC1)C([C@@H](C(=O)NC1=NC(=C(C=C1)C=1C(=NN(C1C)COCC[Si](C)(C)C)C)F)NC(=O)C=1N(N=NC1)C(C)CC)C1CC1 N-[(1S)-1-(dicyclopropylmethyl)-2-[[5-[3,5-dimethyl-1-(2-trimethylsilylethoxymethyl)pyrazol-4-yl]-6-fluoro-2-pyridyl]amino]-2-oxo-ethyl]-3-sec-butyl-triazole-4-carboxamide